COC1=C(C=C(C=C1)OC)\C=C(/CC)\[N+](=O)[O-] (E)-1,4-dimethoxy-2-(2-nitrobut-1-en-1-yl)benzene